ClC1=CC(=C(C=C1F)[C@H](NC([C@@H]1N(C[C@H](C1)F)C(C1=CC(=CC=C1)S(N)(=O)=O)=O)=O)C1CC1)F (4S)-N-((R)-(4-chloro-2,5-difluorophenyl)(cyclopropyl)methyl)-4-fluoro-1-(3-sulfamoylbenzoyl)-D-prolinamide